(E)-N'-(3,3-dimethylbutan-2-ylidene)-4-methylbenzohydrazide CC(\C(\C)=N\NC(C1=CC=C(C=C1)C)=O)(C)C